1-hexadecyl-2-(9Z,12Z-heptadecadienoyl)-glycero-3-phospho-(1'-sn-glycerol) CCCCCCCCCCCCCCCCOC[C@H](COP(=O)(O)OC[C@H](CO)O)OC(=O)CCCCCCC/C=C\C/C=C\CCCC